[IH2+].C1(CCC1)N1CN(C=C1)CCCCC 1-cyclobutyl-3-pentylimidazole iodonium salt